CN1N=CC(=C1)C1=CN2C(S1)=C(C=N2)C(=O)N 2-(1-methyl-1H-pyrazole-4-yl)pyrazolo[5,1-b]Thiazole-7-carboxamide